FC(C1=CC=C(C(=O)N2CCC(CC2)N2C(NC3=C2C=CC=C3)=O)C=C1)(F)F (1-(4-(trifluoromethyl)benzoyl)piperidin-4-yl)-1H-benzo[d]imidazol-2(3H)-one